3-(7-(3-fluoro-4-(trifluoromethyl)phenoxy)-1,2,3,4-tetrahydro-isoquinoline-2-carbonyl)-pyrrolidine-1-carboxamide FC=1C=C(OC2=CC=C3CCN(CC3=C2)C(=O)C2CN(CC2)C(=O)N)C=CC1C(F)(F)F